[Fe].[Co].[Fe] iron-cobalt-iron